NC1=NN2C(C=C(C=C2)C=2C=NC(=C(C(=O)NCC3=C(C=C(C=C3F)F)OCC3CCCC3)C2)OCC)=N1 5-(2-amino-[1,2,4]triazolo[1,5-a]pyridin-7-yl)-N-(2-(cyclopentylmethoxy)-4,6-difluorobenzyl)-2-ethoxynicotinamide